BrCCCOC1=CC=C(C=O)C=C1 4-(3-bromopropyloxy)benzaldehyde